C(CC)OS(=O)(=S)CCC PROPYLPROPANETHIOSULFONATE